rac-(2R,3S,5R)-3-(3,4-difluoro-2-methoxy-phenyl)-5-ethyl-5-(trifluoromethyl)tetrahydrofuran-2-carboxylic acid FC=1C(=C(C=CC1F)[C@H]1[C@@H](O[C@](C1)(C(F)(F)F)CC)C(=O)O)OC |r|